((S)-1-(((S)-1-cyano-2-((S)-2-oxopyrrolidin-3-yl)ethyl)amino)-3-methyl-1-oxobutan-2-yl)-4-methoxy-1H-indole-2-carboxamide C(#N)[C@H](C[C@H]1C(NCC1)=O)NC([C@H](C(C)C)N1C(=CC2=C(C=CC=C12)OC)C(=O)N)=O